N1CCC(CC1)C1CN(C1)C(=O)OC(C)(C)C tert-butyl 3-(piperidin-4-yl)azetidine-1-carboxylate